O[C@@]1(CCC2C3CCC4=CC(CC[C@@]4(C3=CC[C@]12C)C)=O)C(CO)=O (10S,13S,17R)-17-hydroxy-17-(2-hydroxyacetyl)-10,13-dimethyl-6,7,8,10,12,13,14,15,16,17-decahydro-1H-cyclopenta[a]phenanthren-3(2H)-one